C(CCC)C1=CC(C=C1)[Si]([Si](C)(C)C1C(=CC2=C(C=CC=C12)C1=CC(=CC(=C1)C(C)(C)C)C(C)(C)C)C)(C)C 1-(3-butylcyclopenta-2,4-dien-1-yl)-2-(4-(3,5-di-tert-butylphenyl)-2-methyl-1H-inden-1-yl)-1,1,2,2-tetramethyldisilane